ClC1=NC(=C(C(=N1)N1C[C@@H](N(CC1)C(=O)[O-])CC#N)[N+](=O)[O-])C[C@]1(CCCC2=CC=CC=C12)C(=O)OC (S)-4-(2-chloro-6-(((S)-1-(methoxycarbonyl)-1,2,3,4-tetraHydronaphthalen-1-yl)methyl)-5-nitropyrimidin-4-yl)-2-(cyanomethyl)piperazine-1-carboxylate